2-(2-((2,6-dichlorophenyl)amino)phenyl)acetic acid methyl ester COC(CC1=C(C=CC=C1)NC1=C(C=CC=C1Cl)Cl)=O